NC1=CC(=C(OC=2C=C3CCN(C(C3=CC2)=O)C)C(=C1)Cl)Cl 6-(4-amino-2,6-dichlorophenoxy)-2-methyl-3,4-dihydro-isoquinolin-1(2H)-one